3-(1-(2-((1,2,4)triazolo(4,3-a)pyridin-3-yl)ethyl)pyrrolidin-3-yl)-1H-indole N=1N=C(N2C1C=CC=C2)CCN2CC(CC2)C2=CNC1=CC=CC=C21